methyl-2-pyrrylketone CC(=O)C=1NC=CC1